Cl.BrC1=C(C=CC=C1)NN 2-(bromophenyl)-hydrazine hydrochloride